C(C)(C)(C)N(C(O)=O)C1=CC2=C(S1)C=CC(=C2B2OCC(CO2)(C)C)F.ClC2=NN=C(C1=CC=CC=C21)O[C@H]2CN(CCC2)C(C)=O 1-{(3R)-3-[(4-chlorophthalazin-1-yl)oxy]piperidin-1-yl}ethan-1-one tert-butyl-(4-(5,5-dimethyl-1,3,2-dioxaborinan-2-yl)-5-fluorobenzo[b]thiophen-2-yl)carbamate